ClC1=CC(=C(C=C1)C1=CC=C2C(=N1)SC(=N2)NC(=O)C2=CN=NC=C2C2=C(C=CC=C2)OC)F N-(5-(4-chloro-2-fluorophenyl)thiazolo[5,4-b]pyridin-2-yl)-5-(2-methoxyphenyl)pyridazine-4-carboxamide